C(C)(C)(C)N(C(O)=O)C=1SC2=C(N1)C=CC(=C2)N(C(=O)NC2=CC=C(C=C2)Cl)CCN2C(COCC2)=O.BrCCCCCCCCCCOC2=CC=C(C=C2)OCCCCCCCCCCBr 1,4-bis(10-bromodecyloxy)benzene tert-butyl-(6-{3-(4-chlorophenyl)-1-[2-(3-oxomorpholin-4-yl)ethyl]ureido}benzo[d]thiazol-2-yl)carbamate